NC1=CC=C(C=C1)N(CCO)CCO 2,2'-[(4-aminophenyl)imino]diethanol